(2,6-dimethyl-4-pyridyl)boronic acid CC1=NC(=CC(=C1)B(O)O)C